N-[2-methyl-5-[[2-[(2S)-2-methylpyrrolidin-1-yl]acetyl]amino]-3-pyridyl]-6-(2-tetrahydropyran-4-ylpyrimidin-5-yl)triazolo[1,5-a]pyridine-3-carboxamide CC1=NC=C(C=C1NC(=O)C=1N=NN2C1C=CC(=C2)C=2C=NC(=NC2)C2CCOCC2)NC(CN2[C@H](CCC2)C)=O